(R*)-(7-fluoro-11H-dibenzo[b,e][1,4]dioxepin-11-yl)methanamine FC1=CC2=C(O[C@H](C3=C(O2)C=CC=C3)CN)C=C1 |o1:6|